rac-(4-(4-amino-6-(2-ethynyl-4-methylpyrimidin-5-yl)-7-methyl-7H-pyrrolo[2,3-d]pyrimidin-5-yl)phenyl)(2-ethynylpyrrolidin-1-yl)methanone Vinyl-2-ethyl-hexanoat C(=C)OC(C(CCCC)CC)=O.NC=1C2=C(N=CN1)N(C(=C2C2=CC=C(C=C2)C(=O)N2[C@H](CCC2)C#C)C=2C(=NC(=NC2)C#C)C)C |r|